N1(CCC1)C1=CC2=C(C=C(O2)C(=O)NS(=O)(=O)C2=C(C=CC=C2)\C=C\C(F)(F)F)C(=C1)F 6-(Azetidin-1-yl)-4-fluoro-N-{2-[(1E)-3,3,3-trifluoroprop-1-en-1-yl]benzene-1-sulfonyl}-1-benzofuran-2-carboxamide